[4-(aminomethyl)piperidin-1-yl]-[4-[[3-(3-fluoro-4-hydroxyphenyl)imidazo[1,2-a]pyrazin-8-yl]amino]-2-methylphenyl]methanone NCC1CCN(CC1)C(=O)C1=C(C=C(C=C1)NC=1C=2N(C=CN1)C(=CN2)C2=CC(=C(C=C2)O)F)C